C(C=C)(=O)NC1=C(C=CC(=C1)F)C1=C(C=C(C(=C1)Cl)C(=O)NC=1C=NC(=C(C1)Cl)N1N=CC=N1)F 2'-acrylamido-5-chloro-N-(5-chloro-6-(2H-1,2,3-triazol-2-yl)pyridin-3-yl)-2,4'-difluoro-[1,1'-biphenyl]-4-carboxamide